1-((4-bromophenyl)sulfonyl)-N-(4-(trifluoromethyl)phenyl)piperidin-4-amine BrC1=CC=C(C=C1)S(=O)(=O)N1CCC(CC1)NC1=CC=C(C=C1)C(F)(F)F